ClC=1C=C2NC(C=3N(C2=C(C1C1=C2C=CN(C2=CC=C1)CC(F)F)F)C(=NN3)C)(C)C 7-Chloro-8-[1-(2,2-difluoro-ethyl)-1H-indol-4-yl]-9-fluoro-1,4,4-trimethyl-5H-[1,2,4]triazolo[4,3-a]quinoxaline